1-((3R,8R,9S,10R,13S,14S)-10,13-dimethyl-17-(pyridin-3-yl)-2,3,4,7,8,9,10,11,12,13,14,15-dodecahydro-1H-cyclopenta[a]phenanthren-3-yl) 10-methyl decanedioate C(CCCCCCCCC(=O)OC)(=O)O[C@@H]1CC[C@@]2([C@H]3CC[C@@]4(C(=CC[C@H]4[C@@H]3CC=C2C1)C=1C=NC=CC1)C)C